C12(C(=CC(CC1)C2)O)O Bicyclo[2.2.1]hept-2-en-1,2-diol